NCCCN(CCO)CCO 2,2'-((3-aminopropyl)azanediyl)bis(ethan-1-ol)